Cl.NC1=CC(=NC=C1C=1N=NC(=CC1)OC)NC(C)=O N-(4-amino-5-(6-methoxypyridazin-3-yl)pyridin-2-yl)acetamide hydrochloride